potassium bistrifluorosulfimide FN=S(F)F.FN=S(F)F.[K]